C(C)(C)(C)OC(=O)N1CCC(=CC1)C1=C2N=C(NC2=NC=N1)C1=C(C=C(C=C1)O[C@H](C)C1=CC=CC=C1)F (R)-4-(8-(2-fluoro-4-(1-phenylethoxy)phenyl)-9H-purin-6-yl)-3,6-dihydropyridine-1(2H)-carboxylic acid tert-butyl ester